OC=1NC=CC1 2-hydroxypyrrole